ClC1=CC(=C(C=C1Cl)C(NS(=O)C(C)(C)C)C1CCN(CC1)CCOC)O N-((4,5-dichloro-2-hydroxyphenyl)(1-(2-methoxyethyl)piperidin-4-yl)methyl)-2-methylpropane-2-sulfinamide